CC(C(=O)OC1CCC(CC1)O)(C)C (4-hydroxycyclohexyl) 2,2-dimethylpropionate